O[C@@H]1[C@H](OC(=C([C@H]1O)NC(C)=O)O)CO N-[(2R,3S,4R)-3,4,6-trihydroxy-2-(hydroxymethyl)-3,4-dihydro-2H-pyran-5-yl]acetamide